C(C1=CC=CC=C1)C=1C=NC(=NC1)C(CNC=1C=NN2C1C=CC(=C2)C=2C=NN(C2)C)N (5-benzylpyrimidin-2-yl)-N2-(6-(1-methyl-1H-pyrazol-4-yl)pyrazolo[1,5-a]pyridin-3-yl)ethane-1,2-diamine